2-(4-fluoro-2-methylphenoxy)-6-(trifluoroMethyl)nicotinic acid methyl ester COC(C1=C(N=C(C=C1)C(F)(F)F)OC1=C(C=C(C=C1)F)C)=O